1-(4,6-diisopropylpyrimidin-5-yl)-6-fluoro-7-(2-fluorophenyl)pyrido[2,3-d]Pyrimidin-2(1H)-one C(C)(C)C1=NC=NC(=C1N1C(N=CC2=C1N=C(C(=C2)F)C2=C(C=CC=C2)F)=O)C(C)C